5-[3-(4-Chlorophenyl)-3H-imidazo[4,5-c]pyridin-2-yl]-N-cyclopropylpyridine-2-carboxamide ClC1=CC=C(C=C1)N1C(=NC2=C1C=NC=C2)C=2C=CC(=NC2)C(=O)NC2CC2